2-(3,3-dimethylazetidin-1-yl)ethane CC1(CN(C1)CC)C